C(C1=CC=CC=C1)N1C(C(C=C1)(C)C)(CC)CC 1-benzyl-2,2-diethyl-3,3-dimethylpyrrole